COC1=CC=C(C=C1)N(C1=NC(=NC2=CC=CC=C12)C)C N-(4-methoxyphenyl)-N,2-dimethylquinazolin-4-amine